(1s,4s)-4-((6-fluoro-5-(4-fluoro-1-(2-fluoroethyl)-2-methyl-1H-benzo[d]imidazol-6-yl)-4-methoxypyrrolo[2,1-f][1,2,4]triazin-2-yl)amino)-1-methylcyclohexan-1-ol FC=1C(=C2C(=NC(=NN2C1)NC1CCC(CC1)(O)C)OC)C=1C=C(C2=C(N(C(=N2)C)CCF)C1)F